OC1=C(C=CC(=C1)C(F)(F)F)C1=C2C(=C(N=N1)N[C@H]1C(NCCC1)=O)C=NC=C2 (3R)-3-[[1-[2-hydroxy-4-(trifluoromethyl)phenyl]pyrido[3,4-d]pyridazin-4-yl]amino]piperidin-2-one